NC=1C2=C(N=CN1)N(C(=C2Br)C2C[C@@H](N(C2)C(=O)OC(C)(C)C)C)C tert-butyl (2S)-4-(4-amino-5-bromo-7-methyl-7H-pyrrolo[2,3-d]pyrimidin-6-yl)-2-methylpyrrolidine-1-carboxylate